[C@H]12CCC([C@H](OC1)O2)=O (1S,5R)-6,8-dioxabicyclo[3.2.1]octan-4-one